NC1=NC2=CC(=CC=C2C(=C1)NCC1(COC1)CO)C1=CSC=C1 (3-(((2-amino-7-(thiophen-3-yl)quinolin-4-yl)amino)methyl)oxetan-3-yl)methanol